2-methoxy-12-oxo-6-((tetrahydro-2H-pyran-2-yl)oxy)-6,6a,7,8,9,10-hexahydrobenzo[e]pyrido[1,2-a][1,4]diazepine-5(12H)-carboxylate COC1=CC2=C(N(C(C3N(C2=O)CCCC3)OC3OCCCC3)C(=O)[O-])C=C1